CS(=O)(=O)C1=CC(=C(C=N1)NC1=NNC2=CC(=CC=C12)[C@@H]1C[C@@]12C(NC1=CC=C(C=C21)OC)=O)OC (1R,2S)-2-(3-{[6-(methanesulfonyl)-4-methoxypyridin-3-yl]amino}-1H-indazol-6-yl)-5'-methoxyspiro[cyclopropane-1,3'-indol]-2'(1'H)-one